C(#N)C=1C=CC(=C2C=CC=NC12)N1C[C@@]2(C[C@@]2(C1)C(F)(F)F)C1=NN=C(O1)CC1CN(C1)C(=O)OC(C)(C)C tert-Butyl 3-((5-((1S,5R)-3-(8-cyanoquinolin-5-yl)-5-(trifluoromethyl)-3-azabicyclo[3.1.0]hexane-1-yl)-1,3,4-oxadiazol-2-yl)methyl)azetidine-1-carboxylate